C(CCCCCCC)(N)N Octandiamin